methyl 2-(5-chloropyridin-2-yl)oxazole-5-carboxylate ClC=1C=CC(=NC1)C=1OC(=CN1)C(=O)OC